COC1C=CC2=C3C=1O[C@H]1[C@@H](OC(C)=O)CC[C@H]4[C@@H](C2)N(C)CC[C@]314 Acetyldihydrocodeine